CC=1C(=C(C=CC1)O)C=1N=NC(=CC1)N1CC[C@H]2[C@@H]1CN(CC2)CC |r| 3-methyl-2-[6-[rac-(3aS,7aR)-6-ethyl-3,3a,4,5,7,7a-hexahydro-2H-pyrrolo[2,3-c]pyridin-1-yl]pyridazin-3-yl]phenol